Phenol Natrium salicylat C(C=1C(O)=CC=CC1)(=O)[O-].[Na+].C1(=CC=CC=C1)O